(2-Fluoro-4-(oxetan-3-yl)phenyl)methanol FC1=C(C=CC(=C1)C1COC1)CO